ClC=1C=C(C=CC1OC1CC1)[C@H]([C@@H](CN1CCCC1)NC(=O)[C@H]1CN(CC1)C1=CC(=CC=C1)OC1=NC=CC=C1)O (R)-N-((1R,2R)-1-(3-chloro-4-cyclopropoxyphenyl)-1-hydroxy-3-(pyrrolidin-1-yl)propan-2-yl)-1-(3-(pyridin-2-yloxy)phenyl)pyrrolidine-3-carboxamide